N-(1-(8-(3-(2-(benzyloxy)ethyl)-2,4-dioxoimidazolidin-1-yl)-6-cyclopropylimidazo[1,2-a]pyridin-2-yl)ethyl)-2-methylpropane-2-sulfinamide C(C1=CC=CC=C1)OCCN1C(N(CC1=O)C=1C=2N(C=C(C1)C1CC1)C=C(N2)C(C)NS(=O)C(C)(C)C)=O